C(C)OCCOC(C)(C)C 2-(2-Ethoxyethoxy)-2-methylpropan